2-Methyl-7'-phenyl-1H,4'H-spiro[isoquinoline-4,1'-naphthalene]-1,3,4'(2H)-trione CN1C(C2=CC=CC=C2C2(C=CC(C3=CC=C(C=C23)C2=CC=CC=C2)=O)C1=O)=O